5-(ethylsulfanyl)-2H-tetrazole C(C)SC=1N=NNN1